8-bromobenzimidazo[2,1-b][1,3]benzothiazin-12-one BrC1=CC2=C(C=C1)N1C(SC3=C(C1=O)C=CC=C3)=N2